1-[(6-{6,6-Difluoro-3-azabicyclo[3.1.0]hex-3-yl}-2-vinylpyridin-3-yl)methyl]-1H-1,2,3-triazole-4-carboxylic acid ethyl ester C(C)OC(=O)C=1N=NN(C1)CC=1C(=NC(=CC1)N1CC2C(C2C1)(F)F)C=C